[F-].C(CC)[NH+]1CCC(CC1)CCC 1,4-Dipropylpiperidinium fluorid